6-chloro-N-{3-[2-(4-chloro-3-fluorophenoxy)acetamido]bicyclo[1.1.1]pentan-1-yl}-4-(4-sulfamoylbenzene-1-sulfonyl)-3,4-dihydro-2H-1,4-benzoxazine-2-carboxamide ClC=1C=CC2=C(N(CC(O2)C(=O)NC23CC(C2)(C3)NC(COC3=CC(=C(C=C3)Cl)F)=O)S(=O)(=O)C3=CC=C(C=C3)S(N)(=O)=O)C1